OC1=C2C([C@H]([C@@H](OC2=CC(=C1)O)C1=CC=C(C=C1)O)OC)=O (trans)-5,7-dihydroxy-2-(4-hydroxyphenyl)-3-methoxychroman-4-one